FC(C(Br)(F)F)(F)F Pentafluorobromoethane